O1C(CCCC1)N1N=CC2=CC=C(C=C12)C1=C(C(=S)O)C=CC=C1 2-(1-tetrahydropyran-2-yl-indazol-6-yl)thiobenzoic acid